6-(4-(4-(2-(2,4-dioxotetrahydropyrimidin-1(2H)-yl)benzyl)piperazin-1-yl)piperidin-1-yl)-2-(4-phenoxyphenyl)nicotinamide O=C1N(CCC(N1)=O)C1=C(CN2CCN(CC2)C2CCN(CC2)C2=NC(=C(C(=O)N)C=C2)C2=CC=C(C=C2)OC2=CC=CC=C2)C=CC=C1